Tert-butyl 4-(2-(bis(tert-butoxycarbonyl) amino)-6-bromo-3-cyano-5-methyl-1H-pyrrolo[2,3-b]pyridin-1-yl)-3,5-dimethyl-6-oxopyridazine-1(6H)-carboxylate C(C)(C)(C)OC(=O)N(C1=C(C=2C(=NC(=C(C2)C)Br)N1C=1C(=NN(C(C1C)=O)C(=O)OC(C)(C)C)C)C#N)C(=O)OC(C)(C)C